NC=1C=NC=C2C=CC(N(C12)C)=O 8-amino-1-methyl-1,6-naphthyridin-2(1H)-one